R-2-(4-ethylbenzyl)-1-cyclopentanone C(C)C1=CC=C(C[C@@H]2C(CCC2)=O)C=C1